1,3-dibromopropaneAMINE BrC(CCBr)N